ClC1=NN2C(C(=N1)NC1CCCC1)=CC=C2[C@H]2[C@@H]([C@@H]([C@H](O2)COC(C(=O)O)(COC)P(=O)(O)O)O)O 2-(((2R,3S,4R,5S)-5-(2-Chloro-4-(cyclopentylamino)pyrrolo[2,1-f][1,2,4]triazin-7-yl)-3,4-dihydroxytetrahydrofuran-2-yl)methoxy)-3-methoxy-2-phosphonopropanoic acid